N=1N2C(C=NC1C1=CC(=NC=C1C(F)(F)F)N)=CC=C2 4-(pyrrolo[2,1-f][1,2,4]triazin-2-yl)-5-(trifluoromethyl)pyridin-2-amine